3-bromo-4-fluorobenzoic acid-2,6-d2 [2,3,5,6-tetrafluoro-4-(methoxymethyl)-phenyl]methyl-2,2-dimethyl-3-[(1Z)-3,3,3-trifluoro-1-propen-1-yl]cyclopropanecarboxylate FC1=C(C(=C(C(=C1F)COC)F)F)COC(=O)C1C(C1\C=C/C(F)(F)F)(C)C.BrC1=C(C(C(=O)O)=C(C=C1F)[2H])[2H]